COC(=O)C1CC=CC1 3-Cyclopentene-1-carboxylic acid methyl ester